OP(=O)(C)C(C(C(=O)O)=O)C (hydroxy-(methyl)phosphinyl)-2-oxobutanoic acid